lithium phenyl-2,4,6-trimethylbenzoyl phosphate P(=O)(OC(C1=C(C(=C(C=C1C)C)C1=CC=CC=C1)C)=O)([O-])[O-].[Li+].[Li+]